C(COCC(=O)OC)OCC(=O)OC dimethyl 2,2'-[1,2-ethanediylbis(oxy)]diacetate